2-[[4-[[5-Allyl-[4-(aminosulfonyl)phenyl]methyl]amino]-6-(4-methylpiperazinyl)-2-pyrimidinyl]amino]-4-methyl-5-thiazolecarboxylic acid, ethyl ester C(C=C)C=1C(=CC=C(C1)CNC1=NC(=NC(=C1)N1CCN(CC1)C)NC=1SC(=C(N1)C)C(=O)OCC)S(=O)(=O)N